C1(CC1)C1=C(C(=NO1)C1=C(C=CC=C1Cl)Cl)CO[C@H]1[C@@H]2CN([C@H](C1)C2)C2=C(C=C(C(=O)O)C=C2)C 4-((1S,4S,5R)-5-((5-cyclopropyl-3-(2,6-dichlorophenyl)isoxazol-4-yl)methoxy)-2-azabicyclo[2.2.1]Heptan-2-yl)-3-methylbenzoic acid